(R)-N,N-DIMETHYL-2-SULFAMOYLHEX-5-ENAMIDE CN(C([C@@H](CCC=C)S(N)(=O)=O)=O)C